mono-copper (III) oxide [Cu+]=O